2-[[3-ethoxycarbonyl-6-(trifluoromethoxy)-4-quinolyl]amino]benzoic acid C(C)OC(=O)C=1C=NC2=CC=C(C=C2C1NC1=C(C(=O)O)C=CC=C1)OC(F)(F)F